Dichloroethen tert-butyl-5-{[2-(4-chlorophenyl)imidazo[1,2-a]pyrimidin-3-yl]methyl}-2,5-diazabicyclo[2.2.2]octane-2-carboxylate C(C)(C)(C)OC(=O)N1C2CN(C(C1)CC2)CC2=C(N=C1N2C=CC=N1)C1=CC=C(C=C1)Cl.ClC=CCl